C[C@H]1CN(CC[C@H]1N(C1=CC=C(C=C1)OC(F)(F)F)C)C(=O)OC(C)(C)C tert-butyl (3S,4R)-3-methyl-4-[N-methyl-4-(trifluoromethoxy)anilino]piperidine-1-carboxylate